(Z)-10-((3,7-dimethylocta-2,6-dien-1-yl)oxy)-10-oxodecanoic acid C/C(=C/COC(CCCCCCCCC(=O)O)=O)/CCC=C(C)C